O[C@H](CNC)CCC1=CC=CC=C1 4-(S)-hydroxy-6-phenyl-2-azahexane